2-(3-Fluoro-3',4'-dimethyl-biphenyl-4-yl)-5-(4-methyl-thiazol-2-ylmethyl)-5H-imidazo[4,5-c]pyridine FC=1C=C(C=CC1C=1N=C2C(=CN(C=C2)CC=2SC=C(N2)C)N1)C1=CC(=C(C=C1)C)C